tert-Butyl 2-(3-(azetidin-3-ylamino)propanamido)-3-(thiazolo[4,5-c]pyridin-2-yl)-4,7-dihydrothieno[2,3-c]pyridine-6(5H)-carboxylate N1CC(C1)NCCC(=O)NC1=C(C2=C(CN(CC2)C(=O)OC(C)(C)C)S1)C=1SC2=C(C=NC=C2)N1